NCC(=O)N[C@H]1CN(CC1)C1=C(C=CC=2N(C(=NC21)C)C)NC(=O)C2=NN(C(C=C2)=O)C2=C(C=CC=C2F)F (R)-N-(4-(3-(2-aminoacetamido)pyrrolidin-1-yl)-1,2-dimethyl-1H-benzo[d]imidazol-5-yl)-1-(2,6-difluorophenyl)-6-oxo-1,6-dihydropyridazine-3-carboxamide